4-amino-5-hydroxynaphthalene-1,3-disulfonate tetrasodium salt [Na+].[Na+].[Na+].[Na+].NC1=C(C=C(C2=CC=CC(=C12)O)S(=O)(=O)[O-])S(=O)(=O)[O-].NC1=C(C=C(C2=CC=CC(=C12)O)S(=O)(=O)[O-])S(=O)(=O)[O-]